OCCCCN(CCCCCCC(C(=O)[O-])(CCCCCCCC)CCCCCC)CCCCCCC(C(=O)[O-])(CCCCCCCC)CCCCCC ((4-hydroxybutyl) azanediyl)bis(hexane-6,1-diyl)bis(2-hexyldecanoate)